sodium beta-eleostearate C(CCCCCCC\C=C\C=C\C=C\CCCC)(=O)[O-].[Na+]